2-butyl-7-(piperidin-4-yl)-1-((tetrahydro-2H-pyran-4-yl)methyl)-1H-imidazo[4,5-d]thieno[3,2-b]pyridin-4-amine C(CCC)C1=NC=2C(=C3C(=NC2N)C=C(S3)C3CCNCC3)N1CC1CCOCC1